acetylaminostilbene C(C)(=O)NC1=C(C=CC=C1)C=CC1=CC=CC=C1